9-fluoro-8-(hydroxymethyl)-3-methyl-1H-pyrazolo[1,5,4-de]quinoxalin-2(3H)-one FC1=C(C=C2C=3N(C(C(NC13)=O)C)N=C2)CO